[C@@H]1([C@H](O)[C@H](O)[C@@H](O)[C@@H](O1)C)OC[C@@H]1[C@H]([C@@H]([C@H]([C@H](O)O1)O)O)O 6-O-α-L-rhamnosyl-β-D-glucose